Methyl 4-[3-butyl-5-(diaminomethylene)-2,4,6-trioxo-hexahydropyrimidin-1-yl]-1-[(2-methoxy-3-pyridyl)methyl]cyclohexanecarboxylate C(CCC)N1C(N(C(C(C1=O)=C(N)N)=O)C1CCC(CC1)(C(=O)OC)CC=1C(=NC=CC1)OC)=O